C1(=CC=CC=C1)C1COCCN1 3-phenyl-1,4-oxazinane